C(C=C)(=O)OCCCCCCCCCOC(C=C)=O nonylene glycol diacrylate